FC=1C(=C(C(=C(C1O)C)C)C(=O)OCOC)OCOC methoxymethyl 3-fluoro-4-hydroxy-2-methoxymethoxy-5,6-xylenecarboxylate